C(#N)CC1(CCN(CC1)CC(F)(F)F)N1N=C(C(=C1)C(=O)N)NC(=O)C1CC1 1-[4-(cyanomethyl)-1-(2,2,2-trifluoroethyl)-4-piperidyl]-3-(cyclopropanecarbonylamino)pyrazole-4-carboxamide